N-ethyl-2,2,2-trifluoro-N-((2S)-2-((1-methyl-4-(1-(tetrahydro-2H-pyran-2-yl)-3-vinyl-1H-pyrazolo[3,4-c]pyridin-5-yl)-1H-pyrazol-5-yl)oxy)propyl)acetamide C(C)N(C(C(F)(F)F)=O)C[C@H](C)OC1=C(C=NN1C)C=1C=C2C(=CN1)N(N=C2C=C)C2OCCCC2